COC1=C(C=CC=C1)N(S(=O)(=O)C1=CC=C(C=C1)C(=O)N1C2=C(SCCC1)C=CC=C2)C N-(2-methoxyphenyl)-N-methyl-4-(2,3,4,5-tetrahydrobenzo[b][1,4]thiazepine-5-carbonyl)benzenesulfonamide